N[C@H]1C2N(CC1CC2)C(=O)C2=CC1=C(N(C(=N1)C=1N(C3=CC(=CC=C3C1)C=1C=C3CCC(NC3=CC1OC)=O)CC1CC1)C)C(=C2)OC 6-(2-{5-[(7R)-7-amino-2-azabicyclo[2.2.1]heptane-2-carbonyl]-7-methoxy-1-methyl-1H-1,3-benzodiazol-2-yl}-1-(cyclopropylmethyl)-1H-indol-6-yl)-7-methoxy-1,2,3,4-tetrahydroquinolin-2-one